S(=O)(=O)=C1C(NC2=CC=CC=C12)=O sulfonyl-indolone